OC=1C=C(C=CC1)/C=C/C(=O)C1=CC=C(C=C1)S(=O)(=O)N1CCOCC1 (E)-3-(3-Hydroxyphenyl)-1-(4-morpholin-4-ylsulfonylphenyl)prop-2-en-1-one